C(#N)C1=NOC(=C1)C1CCN(CC1)C(=O)N([C@H]1CNCCC1)C1=NC=CC2=CC=CC(=C12)C (R)-4-(3-cyanoisoxazol-5-yl)-N-(8-methylisoquinolin-1-yl)-N-(piperidin-3-yl)piperidine-1-carboxamide